C(C)(C)(C)OC(=O)NC[C@@H]1[C@@H](CC1)C(=O)O (1R,2S)-2-[(tert-butoxycarbonylamino)methyl]cyclobutanecarboxylic acid